ClC=1C=C(C=CC1N1C(N(C=C1)C)=O)C1=C(C(=CC(=C1)Cl)C=1C=C(C=NC1)N1C[C@H](CC1)NC(OC(C)(C)C)=O)OC (S)-tert-butyl (1-(5-(3',5-dichloro-2-methoxy-4'-(3-methyl-2-oxo-2,3-dihydro-1H-imidazol-1-yl)-[1,1'-biphenyl]-3-yl)pyridin-3-yl)pyrrolidin-3-yl)carbamate